4-[4-({4-[4-(tert-butoxycarbonylamino-methyl)-phenylcarbamoyl]-benzoyl}-methyl-amino)-phenyl]-3,6-dihydro-2H-pyridine-1-carboxylic acid tert-butyl ester C(C)(C)(C)OC(=O)N1CCC(=CC1)C1=CC=C(C=C1)N(C)C(C1=CC=C(C=C1)C(NC1=CC=C(C=C1)CNC(=O)OC(C)(C)C)=O)=O